COC1=C(C=CC=C1)C1CCN(CC1)[C@H]1CC2(CN(C2)C2=NC(=NS2)C)CC1 (R)-5-(6-(4-(2-methoxyphenyl)piperidin-1-yl)-2-azaspiro[3.4]oct-2-yl)-3-methyl-1,2,4-thiadiazole